COC(CNC1=NC2=C(OC[C@@H]1NC(OCC1=CC=CC=C1)=O)C=CC=C2)OC benzyl (R)-4-(2,2-dimethoxyethylamino)-2,3-dihydrobenzo[b][1,4]-oxazepin-3-ylcarbamate